COC=1SC2=C(N1)NC(=C2)C(=O)NC2CC[Si]1(CCCC1)CC2 2-methoxy-N-(5-silaspiro[4.5]decan-8-yl)-4H-pyrrolo[2,3-d]thiazole-5-carboxamide